N2-(3,5-bis(trifluoromethyl)phenyl)-N4-(1,2,3,4-tetrahydroisoquinolin-7-yl)-5-(1-(piperidin-4-yl)-1H-pyrazol-4-yl)pyrimidine-2,4-diamine FC(C=1C=C(C=C(C1)C(F)(F)F)NC1=NC=C(C(=N1)NC1=CC=C2CCNCC2=C1)C=1C=NN(C1)C1CCNCC1)(F)F